BrC=1C=CC2=C(N=C3COCC(N32)C)N1 2-bromo-6-methyl-6,7-dihydro-9H-pyrido[2',3':4,5]imidazo[2,1-c][1,4]oxazine